[N+](=O)([O-])C1=CC=C(CC2=NCCNCCNCCNCCNC2)C=C1 2-[4-nitrobenzyl]-1,4,7,10,13-pentaazacyclopentadecaneN